3-[2-[[3-fluoro-4-(4-methyl-1-piperazinyl)phenyl]amino]-5-methyl-7H-pyrrolo[2,3-d]pyrimidin-4-yl]-benzeneacetonitrile FC=1C=C(C=CC1N1CCN(CC1)C)NC=1N=C(C2=C(N1)NC=C2C)C=2C=C(C=CC2)CC#N